2-((4-(trifluoromethyl)benzyl)thio)-1H-imidazole FC(C1=CC=C(CSC=2NC=CN2)C=C1)(F)F